5-benzyloxy-1-(4-fluorophenyl)-2-tetrahydropyran-4-yl-indole C(C1=CC=CC=C1)OC=1C=C2C=C(N(C2=CC1)C1=CC=C(C=C1)F)C1CCOCC1